C(C=C)(=O)OC1=C(C=C(C=C1C1=C(C(=CC(=C1)C)C(C)(C)C)O)C)C(C)(C)C 2-tert-butyl-6-(3-tert-butyl-2-hydroxy-5-methylphenyl)-4-methylphenyl acrylate